FC1(CCN(CC1)C1=C(C=C(C=N1)NC(=O)NC1=CNC=2C1=NC(=CC2)N(C)C)F)F 1-(6-(4,4-difluoropiperidin-1-yl)-5-fluoropyridin-3-yl)-3-(5-(dimethylamino)-1H-pyrrolo[3,2-b]pyridin-3-yl)urea